2-ethylbutyl ((R)-(((2R,3S,4R,5S)-5-(4-aminopyrrolo[2,1-f][1,2,4]triazin-7-yl)-2-cyano-3,4-dihydroxytetrahydrofuran-2-yl)methoxy)(phenoxy)phosphoryl)-L-alaninate NC1=NC=NN2C1=CC=C2[C@H]2[C@@H]([C@@H]([C@@](O2)(C#N)CO[P@@](=O)(OC2=CC=CC=C2)N[C@@H](C)C(=O)OCC(CC)CC)O)O